4-amino-3,5-dichloro-N-(3,5-dichlorophenyl)benzamide NC1=C(C=C(C(=O)NC2=CC(=CC(=C2)Cl)Cl)C=C1Cl)Cl